C(C(C)C)OC(C=1C(C(=O)OCC(C)C)=CC=CC1)=O diisobutyl-phthalate